bis(adamantan-1-yl)(butyl)phosphine hydroiodide I.C12(CC3CC(CC(C1)C3)C2)P(CCCC)C23CC1CC(CC(C2)C1)C3